(2,3,5,6-Tetrahydro-1,4-oxazin-4-yl)methyltriethoxysilan O1CCN(CC1)C[Si](OCC)(OCC)OCC